acetylindolin-3-one C(C)(=O)N1CC(C2=CC=CC=C12)=O